FCCN1C(=NC=2C1=NC(=CC2)C=2C=CN1N=C(N=CC12)N[C@@H]1C[C@H](C1)OCCOC)C 5-(3-(2-fluoroethyl)-2-methyl-3H-imidazo[4,5-b]pyridin-5-yl)-N-(trans-3-(2-methoxyethoxy)cyclobutyl)pyrrolo[2,1-f][1,2,4]triazin-2-amine